(R)-4-(3,4-dichloro-2-fluorophenoxy)-6-(pyrrolidin-3-yl)quinazoline ClC=1C(=C(OC2=NC=NC3=CC=C(C=C23)[C@@H]2CNCC2)C=CC1Cl)F